ClC1=CC(=NC=C1)[C@H]1C[C@H](C1)NC(=O)C=1N=NN(C1)[C@H](C)C=1C=NC(=CC1C)N1C([C@@H]2C[C@@H]2C1)=O |o1:19| N-((cis)-3-(4-chloropyridin-2-yl)cyclobutyl)-1-((R or S)-1-(4-methyl-6-((1R,5S)-2-oxo-3-azabicyclo[3.1.0]hexan-3-yl)pyridin-3-yl)ethyl)-1H-1,2,3-triazole-4-carboxamide